1-allyl-3-hydrazino-5,6,7,8-tetrahydroquinoxalin-2-one C(C=C)N1C(C(=NC=2CCCCC12)NN)=O